BrC=1C=CC(=NC1)N1CCC(CC1)NC(OC(C)(C)C)=O tert-butyl (1-(5-bromopyridin-2-yl)piperidin-4-yl)carbamate